5-(tert-butyl)-N-(2-methyl-4-(6-morpholinopyrrolo[2,1-f][1,2,4]triazin-4-yl)benzyl)-1,2,4-oxadiazole-3-carboxamide C(C)(C)(C)C1=NC(=NO1)C(=O)NCC1=C(C=C(C=C1)C1=NC=NN2C1=CC(=C2)N2CCOCC2)C